tert-butyl 4-((2-bromopyridin-3-yl) methyl)-4-cyanopiperidine-1-carboxylate BrC1=NC=CC=C1CC1(CCN(CC1)C(=O)OC(C)(C)C)C#N